N-(2-(7-methoxy-1H-indol-3-yl)ethyl)-N-methylpropan-2-en-1-amine COC=1C=CC=C2C(=CNC12)CCN(CC=C)C